C(C)(C)(C)OC(=O)NC=1C(=C(C=CC1)CNCC1=C(C=C(C=C1)CC(=O)OCC)O)F ethyl 2-[4-({[(3-{[(tert-butoxy)carbonyl]amino}-2-fluorophenyl)methyl]amino}methyl)-3-hydroxyphenyl]acetate